O1COC2=C1C=CC(=C2)/C=C/C=C/C(=O)N2CCCCC2 (2E,4E)-5-(Benzo[d][1,3]dioxol-5-yl)-1-(piperidin-1-yl)penta-2,4-dien-1-one